CC1=NN(C(C1C(NC1=CC(=CC=C1)C=1OC=CN1)=O)=O)C=1C=C(C(=O)O)C=CC1 3-[3-methyl-4-[(3-oxazol-2-ylphenyl)carbamoyl]-5-oxo-4H-pyrazol-1-yl]benzoic acid